(2R)-2-(tert-butoxycarbonylamino)-3-methoxy-propionic acid C(C)(C)(C)OC(=O)N[C@@H](C(=O)O)COC